FC1(C[C@@H](C2=CC(=CC=C12)C(=O)[O-])O)F (S)-1,1-difluoro-3-hydroxy-2,3-dihydro-1H-indene-5-carboxylate